3,5-dihydroxy-2-(4-hydroxyphenyl)-7-((3,4,5-trihydroxytetrahydro-2H-pyran-2-yl)oxy)-4H-chromen-4-one OC1=C(OC2=CC(=CC(=C2C1=O)O)OC1OCC(C(C1O)O)O)C1=CC=C(C=C1)O